FC(C(C(C)C)O)(F)F 1,1,1-trifluoro-3-methylbutan-2-ol